FC1=CC=C(CN2C=C(C(C3=CC(=C(C=C23)N2CCNCC2)F)=O)CC(=O)O)C=C1 p-fluorobenzyl-6-fluoro-1,4-dihydro-4-oxo-7-(1-piperazinyl)-3-quinolineacetic acid